N-(3-bromo-2,6-difluorophenyl)-4-fluoro-1H-pyrazole-5-carboxamide BrC=1C(=C(C(=CC1)F)NC(=O)C1=C(C=NN1)F)F